alpha-l-galacturonic acid O[C@H]1[C@@H](O)[C@H](O)[C@H](O)[C@@H](O1)C(=O)O